FC1=C(C(=C(C=C1OC)OC)F)C(=O)C1=CC=2C(=CN=C(C2)NC2=C(C=CC=C2[N+](=O)[O-])C)O1 (2,6-difluoro-3,5-dimethoxyphenyl)(5-(2-methyl-6-nitrophenylamino)furo[2,3-c]pyridin-2-yl)methanone